NC1=C(C2=C(S1)CCC21CN(C1)C1=NC(=NC(=C1C#N)OCC1(CC1)C#N)SC)C#N 2-amino-1'-[5-cyano-6-[(1-cyanocyclopropyl)methoxy]-2-methylsulfanyl-pyrimidin-4-yl]spiro[5,6-dihydrocyclopenta[b]thiophene-4,3'-azetidine]-3-carbonitrile